C([C@H](C)C1=C(C=CC(=C1)C)S(=O)(=O)[O-])C1=C(C=CC(=C1)C)S(=O)(=O)[O-] (2S)-propane-1,2-diylbis(4-methylbenzene-1-sulfonate)